FC(OC=1C=C(C=C2C(CN(C(C12)=O)C(=O)[O-])C)B1OC(C(O1)(C)C)(C)C)F 8-(difluoromethoxy)-4-methyl-1-oxo-6-(4,4,5,5-tetramethyl-1,3,2-dioxaborolan-2-yl)-3,4-dihydroisoquinoline-2-carboxylate